CN1C([C@@H]([C@H](C1)C=1C=NN(C1C(F)(F)F)C)C(=O)NC1=C(C(=C(C=C1)F)F)F)=O (3S,4S)-1-methyl-4-[1-methyl-5-(trifluoromethyl)pyrazol-4-yl]-2-oxo-N-(2,3,4-trifluorophenyl)pyrrolidine-3-carboxamide